6-methyl-4-(2-methyl-1H-imidazol-1-yl)picolinamide CC1=CC(=CC(=N1)C(=O)N)N1C(=NC=C1)C